{[4-(trifluoromethyl)pyridin-2-yl]methyl}-1,3-thiazole-5-carboxamide FC(C1=CC(=NC=C1)CC=1SC(=CN1)C(=O)N)(F)F